Racemic-6-chloro-2,3,4,9-tetrahydro-1H-carbazole-1-carboxamide ClC=1C=C2C=3CCC[C@H](C3NC2=CC1)C(=O)N |r|